O1C=CC2=C1C=CC(=C2)C(C=2SC1=C(C2)C=CC=C1)O 2-[1-benzofuran-5-yl-(hydroxy)methyl]-benzothiophene